3-((3-(2-(ethoxycarbonyl)benzofuran-5-yl)imidazo[1,2-b]pyridazin-6-yl)amino)piperidine-1-carboxylic acid tert-butyl ester C(C)(C)(C)OC(=O)N1CC(CCC1)NC=1C=CC=2N(N1)C(=CN2)C=2C=CC1=C(C=C(O1)C(=O)OCC)C2